C(CCCCCCCCCCCCCCC)(=O)C(=CC(=O)N)C(CCCCCCCCCCCCCCC)=O dipalmitoyl-acrylamide